1-(2-Methoxy-ethyl)-1H-[1,2,3]triazole-4-carboxylic acid [4-methoxy-7-(tetrahydro-pyran-4-yl)-thiazolo[4,5-c]pyridin-2-yl]-amide COC1=NC=C(C2=C1N=C(S2)NC(=O)C=2N=NN(C2)CCOC)C2CCOCC2